4-cyclopropyl-N-(6-(difluoromethyl)pyridin-3-yl)-6-(1H-imidazol-1-yl)pyrimidine-2-carboxamide C1(CC1)C1=NC(=NC(=C1)N1C=NC=C1)C(=O)NC=1C=NC(=CC1)C(F)F